1-(2-fluoroprop-2-enoyl)pyrrolidine-2-carboxamide FC(C(=O)N1C(CCC1)C(=O)N)=C